OCC(C(C)C)N1C=NC2=C(C1=O)C=C(N=C2C=2C=NC=CC2)C=2C=NC(=CC2)C(F)(F)F 3-(1-hydroxy-3-methylbut-2-yl)-8-(pyridin-3-yl)-6-(6-(trifluoromethyl)pyridin-3-yl)pyrido[3,4-d]pyrimidin-4(3H)-one